OC[C@H]1O[C@@H](C[C@@H]1CC(=O)O)N1C(NC(C(=C1)C)=O)=O.ClC1=C(C=CC=C1)CC(=O)NC1=CC(=C(C=C1)OCC1=CC=NC=C1)S(N)(=O)=O 2-(2-chlorophenyl)-N-[4-(pyridin-4-ylmethoxy)-3-sulfamoylphenyl]acetamide (2S,3R,5S)-2-(hydroxymethyl)-5-(5-methyl-2,4-dioxo-3,4-dihydropyrimidin-1(2H)-yl)tetrahydrofuran-3-yl-acetate